tert-butyl (benzyl(1,3-dioxoisoindolin-2-yl)carbamoyl)-L-asparaginate C(C1=CC=CC=C1)N(C(=O)N[C@@H](CC(N)=O)C(=O)OC(C)(C)C)N1C(C2=CC=CC=C2C1=O)=O